C(C)(C)(C)C=1N2C(SC1)=NC(=C2)C(=O)N[C@@H]2C(N(C1=C(OC2)C=CC(=C1)C#CC(C)(C)O)C)=O (S)-3-(tert-butyl)-N-(7-(3-hydroxy-3-methylbut-1-yn-1-yl)-5-methyl-4-oxo-2,3,4,5-Tetrahydrobenzo[b][1,4]oxazepine-3-yl)imidazo[2,1-b]thiazole-6-carboxamide